C(=C)(C)C(CCCCCCN)CCC(CCCCCCN)C 7-isopropenyl-10-methylhexadecylenediamine